6-(6-oxo-2-azaspiro[3.3]heptan-2-yl)pyridazine-3-amide O=C1CC2(CN(C2)C2=CC=C(N=N2)C(=O)N)C1